C(C)C1=NC(=NN1C1=NC=CC=N1)C1=C(N(N=C1C(F)(F)F)C1=NC=CC=N1)N 4-(5-ethyl-1-pyrimidin-2-yl-1,2,4-triazol-3-yl)-2-pyrimidin-2-yl-5-(trifluoromethyl)pyrazol-3-amine